3-Chloro-4-((3,5-difluoropyridin-2-yl)methoxy)-2'-(2-(2-hydroxypropan-2-yl-1,1,1,3,3,3-d6)pyrimidin-4-yl)-5',6-dimethyl-2H-[1,4'-bipyridin]-2-one ClC=1C(N(C(=CC1OCC1=NC=C(C=C1F)F)C)C1=CC(=NC=C1C)C1=NC(=NC=C1)C(C([2H])([2H])[2H])(C([2H])([2H])[2H])O)=O